CC1=C(NC2=CC=C(C=C12)C#N)C1=C(C=CC=C1)C(F)(F)F 3-methyl-2-(2-(trifluoromethyl)phenyl)-1H-indol-5-carbonitrile